C(C1=CC=CC=C1)N(C(O)=O)CC=1N(C2=CC=CC=C2C1C=NOC)C1CCN(CC1)[C@@H]1CC[C@@H](CC1)C(C)C.ClC=1C=C(C=CC1C)NC(=O)[C@H]1NCCC1 (S)-N-(3-chloro-4-methylphenyl)pyrrolidine-2-carboxamide benzyl-((1-(1-(cis-4-isopropylcyclohexyl)piperidin-4-yl)-3-((methoxyimino)methyl)-1H-indol-2-yl)methyl)carbamate